CN1C(CCC2CNCCC12)=O 1-methyloctahydro-1,6-naphthyridin-2(1H)-on